(+)-trans-2-(2-chlorophenyl)-5,7-dihydroxy-8-(2-hydroxymethyl-1-methyl-pyrrolidin-3-yl)-benzopyran-4-one ClC1=C(C=CC=C1)C=1OC2=C(C(C1)=O)C(=CC(=C2[C@H]2[C@@H](N(CC2)C)CO)O)O